FC1=C(C(=CC=C1)F)C1=N[C@H](C2=NN=C(N2C=2SC=3CC(CC3C12)C(F)(F)F)C)C (7S)-9-(2,6-difluorophenyl)-3,7-dimethyl-13-(trifluoromethyl)-16-thia-2,4,5,8-tetrazatetracyclo[8.6.0.02,6.011,15]hexadeca-1(10),3,5,8,11(15)-pentaene